methylpyridin-2-yl-[1,1'-biphenyl]-4-carbonitrile CC=1C(=C(C=CC1C#N)C1=CC=CC=C1)C1=NC=CC=C1